CC(C)(OC(NCCOCCOCCOCCOCCNC1=C(C(C1=O)=O)NCCCCCCOC1OCC(C(C1)O)NC(CF)=O)=O)C 2-((6-((2-((2,2-dimethyl-4-oxo-3,8,11,14,17-pentaoxa-5-azanonadecan-19-yl)amino)-3,4-dioxocyclobut-1-en-1-yl)amino)hexyl)oxy)-5-(2-fluoroacetamido)-4-hydroxytetrahydro-2H-pyran